Boc-S-trityl-L-cysteine C(=O)(OC(C)(C)C)N[C@@H](CSC(C1=CC=CC=C1)(C1=CC=CC=C1)C1=CC=CC=C1)C(=O)O